C(CCCCCCC)C(CCCCCCCC)OC(CCCCCCCOC(=O)[C@H]1NC[C@H](C1)N=[N+]=[N-])=O.COC1=CC(=CC=2CCOC21)C2=NOC(C2)C2=CC=C(C=C2)Cl 3-(7-methoxy-2,3-dihydrobenzofuran-5-yl)-5-(4-chlorophenyl)isoxazoline [8-(1-octylnonoxy)-8-oxo-octyl](2S,4S)-4-azidopyrrolidine-2-carboxylate